C1N(CC2=CC=CC=C12)C(CSC1=NC(=CC=C1)C)=O 1-(1,3-dihydro-2H-isoindol-2-yl)-2-[(6-methylpyridin-2-yl)sulfanyl]ethanone